FC1=C2C(=CN=C1)NN=C2 4-FLUORO-1H-PYRAZOLO[3,4-C]PYRIDIN